CN1N=C2[C@@H](N(CCC2=C1C1=CC(=NN1C)C(F)(F)F)C(=O)C1=NN(C2=CC=C(C=C12)F)C)C (S)-(2,7-dimethyl-3-(1-methyl-3-(trifluoromethyl)-1H-pyrazol-5-yl)-2,4,5,7-tetrahydro-6H-pyrazolo[3,4-c]Pyridin-6-yl)(5-fluoro-1-methyl-1H-indazol-3-yl)methanone